C(C)C=1C(=CC=C2C=C(C=C(C12)N1CC=2N=C(N=C(C2CC1)N1CC(CCC1)O)OC[C@]12CCCN2C[C@@H](C1)F)O)F 1-(7-(8-ethyl-7-fluoro-3-hydroxynaphthalen-1-yl)-2-(((2R,7aS)-2-fluorohexahydro-1H-pyrrolizin-7a-yl)methoxy)-5,6,7,8-tetrahydropyrido[3,4-d]pyrimidin-4-yl)piperidin-3-ol